C(C#CC)(=O)N[C@H]1CN(CCC1)C1=NC(=C(C2=C1C=NN2)C(=O)N)C2=CC=C(C=C2)OC2=CC=CC=C2 (R)-4-(3-(but-2-ynamido)piperidin-1-yl)-6-(4-phenoxyphenyl)-1H-pyrazolo[4,3-c]pyridine-7-carboxamide